COC1=C(CCN)C=C(C(=C1)Br)OC 2,5-dimethoxy-4-bromo-phenethylamine